1-((5-(2,6-dichloro-4-(6-(difluoromethyl)-3,5-dioxo-4,5-dihydro-1,2,4-triazin-2(3H)-yl)phenoxy)-2-hydroxyphenyl)sulfonamido)-N-methylcyclopropane-1-carboxamide ClC1=C(OC=2C=CC(=C(C2)S(=O)(=O)NC2(CC2)C(=O)NC)O)C(=CC(=C1)N1N=C(C(NC1=O)=O)C(F)F)Cl